9H-3,9'-Bicarbazole-1,1',2,2',3',4,4',5,5',6,6',7,7',8,8'-d15 C1(=C(C(=C(C=2C3=C(C(=C(C(=C3NC12)[2H])[2H])[2H])[2H])[2H])N1C2=C(C(=C(C(=C2C=2C(=C(C(=C(C12)[2H])[2H])[2H])[2H])[2H])[2H])[2H])[2H])[2H])[2H]